1-fluoro-1-(3-fluorobenzofuran-6-yl)-N-methylpropan-2-amine FC(C(C)NC)C1=CC2=C(C(=CO2)F)C=C1